C12C(CC(CC1)C2)C(C(=O)OCC)C(C)=O ethyl 2-norbornan-2-yl-3-oxo-butyrate